BrC1=CC(=C(C(=C1)F)CC(=O)O)F 4-bromo-2,6-difluorobenzeneacetic acid